C(=O)C1CCN(CC1)C=1C=NC(=NC1)C1=NOC(=C1)C(=O)NCC1=NC(=NN1)C(C(F)(F)F)(C)C 3-[5-(4-formyl-1-piperidyl)pyrimidin-2-yl]-N-[[3-(2,2,2-trifluoro-1,1-dimethyl-ethyl)-1H-1,2,4-triazol-5-yl]methyl]isoxazole-5-carboxamide